N1(CCCCCC1)CCCNC(=S)NC=1C=C2C=CC(=NC2=CC1)N1CCNCC1 1-(3-(azepan-1-yl)propyl)-3-(2-(piperazin-1-yl)quinolin-6-yl)thiourea